(6-(2-ethoxypyrimidin-5-yl)-2-methoxypyridin-3-yl)-4-methyl-1-phenyl-1H-1,2,3-triazole-5-carboxamide C(C)OC1=NC=C(C=N1)C1=CC=C(C(=N1)OC)NC(=O)C1=C(N=NN1C1=CC=CC=C1)C